NC1=NC=CC=C1C=1N(C=2C(=NC=CC2)N1)C1=CC=C(CN2CCC(CC2)NC2=NC(=NC=C2)C#N)C=C1 4-((1-(4-(2-(2-Aminopyridin-3-yl)-1H-imidazo[4,5-b]pyridin-1-yl)benzyl)piperidin-4-yl)amino)pyrimidine-2-carbonitrile